2-iso-propoxy-5-methyl-N-phenethyl-1H-imidazole-1-carboxamide C(C)(C)OC=1N(C(=CN1)C)C(=O)NCCC1=CC=CC=C1